OC(=O)O Hydroxy ketone